CN1C(C(=C(C2=CC=CC=C12)N1CCC(CC1)O[C@H](C)C1=CC=CC=C1)C#N)=O |r| (rac)-1-methyl-2-oxo-4-[4-(1-phenylethoxy)piperidin-1-yl]-1,2-dihydroquinoline-3-carbonitrile